3-[4-(1,1-dioxo-1lambda6-thiomorpholin-2-yl)phenyl]-1-[(4-methoxyphenyl)methyl]urea O=S1(C(CNCC1)C1=CC=C(C=C1)NC(NCC1=CC=C(C=C1)OC)=O)=O